COP(OC)(=O)C1N(C(=CC2=CC=CC=C12)C1=CC=CC=C1)C.ClC1=CC=C(CN2C[C@@](CC2)([C@H]2OCC2(C)C)CCC2=NC=C(C=C2)S(=O)(=O)C)C=C1 |o1:34| 2-(2-((R)-1-(4-chlorobenzyl)-3-((R or S)-3,3-dimethyloxetan-2-yl)pyrrolidin-3-yl)ethyl)-5-(methylsulfonyl)pyridine Dimethyl-(2-methyl-3-phenyl-1,2-dihydroisoquinolin-1-yl)phosphonate